γ-glutamyl-S-methylcysteine N[C@@H](CCC(=O)N[C@@H](CSC)C(=O)O)C(=O)O